3-fluoro-4-iodopicolinonitrile FC=1C(=NC=CC1I)C#N